1-(1-benzyl-3-isopropyl-2-oxo-3,4-dihydroquinolin-6-yl)-3-tert-butylurea C(C1=CC=CC=C1)N1C(C(CC2=CC(=CC=C12)NC(=O)NC(C)(C)C)C(C)C)=O